BrC1=CN=C(C=2N=C(NC(C21)=O)C)Cl 5-bromo-8-chloro-2-methylpyrido[3,4-d]pyrimidin-4(3H)-one